Methyl 8-[4-(dimethylamino)-N-(8-ethoxy-7,7-difluoro-8-oxooctyl)butanamido]-octadecanoate CN(CCCC(=O)N(CCCCCCC(C(=O)OCC)(F)F)C(CCCCCCC(=O)OC)CCCCCCCCCC)C